dipropyl-tin dioleate C(CCCCCCC\C=C/CCCCCCCC)(=O)[O-].C(CCCCCCC\C=C/CCCCCCCC)(=O)[O-].C(CC)[Sn+2]CCC